5-(imidazo[1,2-a]pyridin-6-yl)-N-(cis-4-morpholinocyclohexyl)pyrrolo[2,1-f][1,2,4]triazin-2-amine N=1C=CN2C1C=CC(=C2)C=2C=CN1N=C(N=CC12)N[C@@H]1CC[C@@H](CC1)N1CCOCC1